1-(1-(5,7-difluoro-3-methylbenzofuran-2-yl)-2,2,2-trifluoroethyl)-3-(2-(3-oxopiperazin-1-yl)pyrimidin-5-yl)urea FC=1C=C(C2=C(C(=C(O2)C(C(F)(F)F)NC(=O)NC=2C=NC(=NC2)N2CC(NCC2)=O)C)C1)F